ON1CCNCCC1 hydroxy-1,4-diazepan